N1(CCCC1)CC1=CC(=NC=C1)C=C 4-(pyrrolidin-1-ylmethyl)-2-vinylpyridine